N-(2-fluoro-5-((4-(6-fluoro-1-(3-hydroxypropyl)-1H-indol-3-yl)pyrimidin-2-yl)amino)-4-methoxyphenyl)propanamide FC1=C(C=C(C(=C1)OC)NC1=NC=CC(=N1)C1=CN(C2=CC(=CC=C12)F)CCCO)NC(CC)=O